palmitic acid anti-ascorbate O=C1C(O)=C(O)[C@H](O1)[C@@H](O)CO.C(CCCCCCCCCCCCCCC)(=O)O